FC(CNC(=O)N1CCCC1)(F)F N-(2,2,2-TRIFLUORoETHYL)PYRROLIDIN-1-CARBOXAMID